diphenylmethyl-lithium C1(=CC=CC=C1)C(C1=CC=CC=C1)[Li]